ClC1=C(C=CC=C1)C1=NC(=NC(=C1C=O)NC(CC)CC)S(=O)(=O)C 4-(2-chlorophenyl)-6-(1-ethyl-propylamino)-2-methylsulfonyl-pyrimidine-5-carbaldehyde